ClC1=C(C=CC(=C1)NC1CC1)[C@H]1COCCCN1C1=NC(=NC(=C1)C)N 4-[(3S)-3-[2-chloro-4-(cyclopropylamino)phenyl]-1,4-oxazepan-4-yl]-6-methyl-pyrimidin-2-amine